BrC=1SC=C2C1CN(C2=O)C(C(=O)NC(C(=O)OC)=C)=C methyl 2-(2-(1-bromo-4-oxo-4H-thieno[3,4-c]pyrrol-5(6H)-yl)acrylamido)acrylate